5-(dimethylcarbamoyl)-2-fluorophenylboronic acid CN(C(=O)C=1C=CC(=C(C1)B(O)O)F)C